3-(5-amino-8-(1-methyl-6-oxo-1,6-dihydropyridazin-3-yl)-2-((3-methylpyridin-2-yl)methoxy)-[1,2,4]triazolo[1,5-c]pyrimidin-7-yl)benzonitrile NC1=NC(=C(C=2N1N=C(N2)OCC2=NC=CC=C2C)C2=NN(C(C=C2)=O)C)C=2C=C(C#N)C=CC2